C(C=1C(C(=O)O)=CC(C(=O)O)=CC1)(=O)O.N1C=NC=C1 imidazole compound with trimellitic acid